COC=1C=CC2=C(N=C(O2)[C@H]2N(CCC3=C2N=CN3)C(=O)C=3OC(=NN3)C=3C=NN(C3)C)C1 (S)-(4-(5-methoxybenzo[d]oxazol-2-yl)-6,7-dihydro-1H-imidazo[4,5-c]pyridin-5(4H)-yl)(5-(1-methyl-1H-pyrazol-4-yl)-1,3,4-oxadiazol-2-yl)methanone